4-(4,4-difluoro-2-(5-fluoropyridin-2-yl)-5,6-dihydro-4H-pyrrolo[1,2-b]pyrazol-3-yl)-1H-pyrazolo[3,4-b]pyridine FC1(CCN2N=C(C(=C21)C2=C1C(=NC=C2)NN=C1)C1=NC=C(C=C1)F)F